N-(1-((2S,3R,4R,5R)-3-fluoro-4-hydroxy-5-(hydroxymethyl)tetrahydrofuran-2-yl)-2-oxo-1,2-dihydropyrimidin-4-yl)-6-phenylpicolinamide F[C@H]1[C@H](O[C@@H]([C@H]1O)CO)N1C(N=C(C=C1)NC(C1=NC(=CC=C1)C1=CC=CC=C1)=O)=O